C(\C=C\CC(=O)OCC1=CC=CC=C1)(=O)OC 5-O-benzyl 1-O-methyl (E)-pent-2-enedioate